6-hexyl-4,6-dimethyl-3,6-dihydro-2H-pyran C(CCCCC)C1(C=C(CCO1)C)C